CN(C1=CC(=C(C=C1)OC)NC([C@@H](NC(CCCC)=O)C)=O)C1=CC(OC2=CC=CC=C12)=O 4-(N-methyl-N-(3-(N-pentanoyl-L-alanylamino)-4-methoxyphenyl)-amino)coumarin